OC(CCCCCCCCCCCC(=O)O)CC=CCCCCCCC 13-Hydroxy-tricos-15-enoic acid